5-chloro-N-(2-chloro-6-fluorophenyl)-2-((3-fluoro-4-(4-methylpiperazin-1-yl)phenyl)amino)pyrimidine-4-carboxamide ClC=1C(=NC(=NC1)NC1=CC(=C(C=C1)N1CCN(CC1)C)F)C(=O)NC1=C(C=CC=C1F)Cl